Bis-(trimethyl-(2-hydroxyethyl)ammonium) fumarate C(\C=C\C(=O)[O-])(=O)[O-].C[N+](CCO)(C)C.C[N+](CCO)(C)C